4-((4-((3aR,6aS)-5-(cyclopropanecarbonyl)-3a,6a-dimethylhexahydropyrrolo[3,4-c]pyrrol-2(1H)-yl)pyrimidin-2-yl)amino)-N-ethylbenzamide C1(CC1)C(=O)N1C[C@]2([C@@](C1)(CN(C2)C2=NC(=NC=C2)NC2=CC=C(C(=O)NCC)C=C2)C)C